5-(2,2-dimethoxyethyl)pyrimidin-4-amine COC(CC=1C(=NC=NC1)N)OC